1-(3-((6-aminopyridin-3-yl)oxy)phenyl)-3-(4-chloro-3-trifluoromethylphenyl)urea NC1=CC=C(C=N1)OC=1C=C(C=CC1)NC(=O)NC1=CC(=C(C=C1)Cl)C(F)(F)F